OC1=C(C=CC=C1)C1=CC2=C(N=N1)NC(=C2C(C)C)CC2N(CC2)C(C=C)=O 1-(2-((3-(2-hydroxyphenyl)-5-isopropyl-7H-pyrrolo[2,3-c]pyridazin-6-yl)methyl)azetidin-1-yl)prop-2-en-1-one